4-{2-[6-(hydroxymethyl)-1-oxo-4-(trifluoromethyl)-3H-isoindol-2-yl]pyridin-4-yl}-3-(4-methyl-1,2,4-triazol-3-yl)benzonitrile OCC1=CC(=C2CN(C(C2=C1)=O)C1=NC=CC(=C1)C1=C(C=C(C#N)C=C1)C1=NN=CN1C)C(F)(F)F